Cl.CN(C)CC1CN(CCC1(C1=CC(=CC=C1)OC)O)C(=O)NC=1SC=CC1 3-((dimethylamino)methyl)-4-hydroxy-4-(3-methoxyphenyl)-N-(thiophen-2-yl)piperidine-1-carboxamide hydrochloride